4-(4-(trifluoromethyl)phenyl)benzo[d]oxazol-6-amine FC(C1=CC=C(C=C1)C1=CC(=CC2=C1N=CO2)N)(F)F